C(C)(=O)N1CC(C1)S(=O)(=O)C=1C=CC(=C(C1)C1=NN(C=C1NC(=O)C=1C=NN2C1N=CC=C2)C)OC(F)F N-[3-[5-(1-acetylazetidin-3-yl)sulfonyl-2-(difluoromethoxy)phenyl]-1-methyl-pyrazol-4-yl]pyrazolo[1,5-a]pyrimidine-3-carboxamide